FC1(CC=NC=C1)CN1CCC(CC1)N1CCC(CC1)C1=CC2=C(N(C(N2C)=O)C2C(NC(CC2)=O)=O)C=C1 3-(5-(1'-((4-fluoropyridin-4-yl)methyl)-[1,4'-bipiperidin]-4-yl)-3-methyl-2-oxo-2,3-dihydro-1H-benzo[d]imidazol-1-yl)piperidine-2,6-dione